C(C)(C)(C)OC(=O)N[C@@H](CC1=CC(=C(C(=O)OC(C)(C)C)C=C1)Cl)C(=O)OC tert-butyl (S)-4-(2-((tert-butoxycarbonyl) amino)-3-methoxy-3-oxopropyl)-2-chlorobenzoate